C(CCCC(=O)[O-])(=O)OC1=C(C=C(C=C1)C(C)(C)C)C(C)(C)C 2,4-di-tert-butylphenyl glutarate